C(C)(=O)O.C(C)(=O)O.C(C)(=O)O.C(C)(=O)O.OCC(O)CO.OCC(O)CO diglycerine tetraacetate